BrC=1C(=NC(=CN1)C1CC1)C(=O)OC Methyl 3-bromo-6-cyclopropylpyrazine-2-carboxylate